(R)-1-(2,5-difluoropyridin-3-yl)ethyl (1-methyl-4-(5-(4-methyl-1,2,5-oxadiazole-3-carboxamido) pyridin-2-yl)-1H-1,2,3-triazol-5-yl)carbamate CN1N=NC(=C1NC(O[C@H](C)C=1C(=NC=C(C1)F)F)=O)C1=NC=C(C=C1)NC(=O)C1=NON=C1C